methyl 3-(3-(3-fluoro-4-methyl-5-(7-(piperazin-1-yl)imidazo[1,2-a]pyridine-3-carboxamido)phenyl)-1,2,4-oxadiazol-5-yl)azetidine-1-carboxylate FC=1C=C(C=C(C1C)NC(=O)C1=CN=C2N1C=CC(=C2)N2CCNCC2)C2=NOC(=N2)C2CN(C2)C(=O)OC